(2,2-difluoroethoxy)-3,6-difluoropyridin-2-amine FC(COC1=C(C(=NC(=C1)F)N)F)F